CC(C#C)(CC(C)C)O 3,5-Dimethyl-1-hexyne-3-ol